2-(3-(5-chloro-6-fluoro-2-phenyl-2-(pyrrolidin-2-yl)-2,3-dihydrobenzofuran-4-yl)-2-fluoro-4-(1,2,4-oxadiazol-5-yl)phenoxy)ethan-1-ol ClC=1C(=CC2=C(CC(O2)(C2NCCC2)C2=CC=CC=C2)C1C=1C(=C(OCCO)C=CC1C1=NC=NO1)F)F